3-(1-fluoro-1-methyl-ethyl)isoxazole-4-carboxylic acid FC(C)(C)C1=NOC=C1C(=O)O